C(CCCCCNC(=O)C1CC(CC(C1)CC(C(C)C)SCCN(C)C)SCCN(C)C)NC(=O)C1CC(CC(C1)CC(C(C)C)SCCN(C)C)SCCN(C)C N,N'-(hexane-1,6-diyl)bis(3-((2-(dimethylamino)ethyl)thio)-5-(2-((2-(dimethylamino)ethyl)thio)-3-methylbutyl)cyclohexane-1-carboxamide)